O=C1NC=2CCCCC2C=C1C(=O)N 2-oxo-1,2,5,6,7,8-hexahydroquinoline-3-carboxamide